2-[3-(trifluoromethyl)-1H-pyrazol-1-yl]acetic acid FC(C1=NN(C=C1)CC(=O)O)(F)F